1-((3aR,5r,6aS)-5-((5-(cinnolin-6-yl)-4-methoxy-7H-pyrrolo[2,3-d]pyrimidin-2-yl)amino)hexahydrocyclopenta[c]pyrrol-2(1H)-yl)ethan-1-one N1=NC=CC2=CC(=CC=C12)C1=CNC=2N=C(N=C(C21)OC)NC2C[C@@H]1[C@@H](CN(C1)C(C)=O)C2